ClC=1C=CC2=C(CN(CC(O2)C(F)(F)F)C(=O)OC(C)(C)C)N1 tert-Butyl 7-chloro-2-(trifluoromethyl)-2,3-dihydropyrido[2,3-f][1,4]oxazepine-4(5H)-carboxylate